isooctanealdehyde C(CCCCC(C)C)=O